C1OCC12CCN(CC2)CCOC=2C=C(C=1N(C2)N=CC1C#N)C1=NC=C(N=C1)N1CC2N(C(C1)C2)CC=2C=NC(=CC2)OC 6-(2-(2-oxa-7-azaspiro[3.5]non-7-yl)ethoxy)-4-(5-(6-((6-methoxypyridin-3-yl)methyl)-3,6-diazabicyclo[3.1.1]heptan-3-yl)pyrazine-2-yl)pyrazolo[1,5-a]pyridine-3-carbonitrile